C(C)OC=1C=C(C=CC1O)/C=C/C(=O)C1=C(C=CC=C1)C(F)(F)F (E)-3-(3-Ethoxy-4-hydroxyphenyl)-1-[2-(trifluoromethyl)phenyl]prop-2-en-1-one